FC(=C)C(C(C(F)(F)F)C(F)(F)F)(F)F 2,3,3,5,5,5-hexafluoro-4-(trifluoromethyl)-1-pentene